caprylic acid arachidyl ester C(CCCCCCCCCCCCCCCCCCC)OC(CCCCCCC)=O